ClC1=NC(=NC(=C1OC1=C(C=CC=C1)OC)Cl)C1=CC(=CC=C1)F 4,6-dichloro-2-(3-fluorophenyl)-5-(2-methoxyphenoxy)pyrimidine